9,9-bis(4-hydroxyphenyl)-2,7-bis(1-naphthyl)fluorene OC1=CC=C(C=C1)C1(C2=CC(=CC=C2C=2C=CC(=CC12)C1=CC=CC2=CC=CC=C12)C1=CC=CC2=CC=CC=C12)C1=CC=C(C=C1)O